FC1=C(C=CC(=C1OC)F)NC1=NC=C(C(=N1)NC=1C=C(C2=C(NC(O2)=O)C1)F)C 5-(2-(2,4-difluoro-3-methoxyphenylamino)-5-methylpyrimidin-4-ylamino)-7-fluorobenzo[d]oxazol-2(3H)-one